C1=CC(=CC=C1C(=O)OC[C@@H]2[C@@H]([C@@H]([C@H]([C@@H](O2)OC3=C(OC4=CC(=CC(=C4C3=O)O)O)C5=CC(=C(C=C5)O)O)O)O)O)O The molecule is a benzoate ester obtained by the formal condensation of 6''-hydroxy group of quercetin 3-O-beta-D-galactopyranoside with the carboxy group of 4-hydroxybenzoic acid. It has a role as a plant metabolite. It is a beta-D-galactoside, a monosaccharide derivative, a quercetin O-glycoside, a tetrahydroxyflavone and a benzoate ester. It derives from a quercetin 3-O-beta-D-galactopyranoside and a 4-hydroxybenzoic acid.